C(C1=CC=CC=C1)N1N=NC(=C1)CNC(=O)C=1C=NN(C1C(F)(F)F)C N-((1-benzyl-1H-1,2,3-triazol-4-yl)methyl)-1-methyl-5-(trifluoromethyl)-1H-pyrazole-4-carboxamide